tert-butyl 4-(4-oxo-3,4-dihydropyrrolo[2,1-f][1,2,4]triazin-5-yl)piperidine-1-carboxylate O=C1NC=NN2C1=C(C=C2)C2CCN(CC2)C(=O)OC(C)(C)C